1-(6-(3-(4-fluorophenyl)-1,2,4-oxadiazol-5-yl)-3-azabicyclo[3.1.1]heptan-3-yl)-2-(3-methyl-1,2,4-oxadiazol-5-yl)ethan-1-one FC1=CC=C(C=C1)C1=NOC(=N1)C1C2CN(CC1C2)C(CC2=NC(=NO2)C)=O